1,4-diamino-2,3,5,6-tetramethyl-benzene NC1=C(C(=C(C(=C1C)C)N)C)C